tert-butyl 7-amino-4-{7-fluoroimidazo[1,2-a]pyridin-3-yl}-1-oxo-3H-isoindole-2-carboxylate NC=1C=CC(=C2CN(C(C12)=O)C(=O)OC(C)(C)C)C1=CN=C2N1C=CC(=C2)F